C(C)OC(=O)C1=C(N=C(S1)N)CC(=O)OCC 2-amino-4-(2-ethoxy-2-oxoethyl)thiazole-5-carboxylic acid ethyl ester